2-(4-(chloromethyl)-1H-pyrazol-1-yl)pyridine hydrochloride Cl.ClCC=1C=NN(C1)C1=NC=CC=C1